OC1=C(C=C(C=C1)[N+](=O)[O-])N=NC1=C(C=CC2=CC=CC=C12)O ((2-hydroxy-5-nitrophenyl)diazenyl)naphthalene-2-ol